2-fluoro-N-(4-hydroxy-3-(methylsulfonyl)phenyl)-4-((4-(trifluoromethoxy)phenethyl)thio)benzamide Benzyl-(S)-3-(piperazin-1-yl)pyrrolidine-1-carboxylate C(C1=CC=CC=C1)OC(=O)N1C[C@H](CC1)N1CCNCC1.FC1=C(C(=O)NC2=CC(=C(C=C2)O)S(=O)(=O)C)C=CC(=C1)SCCC1=CC=C(C=C1)OC(F)(F)F